C(C)OC([C@H](NC1=NC=2C(=CC=CC2C=2N1N=C(N2)C=2C=NN(C2)C)C(F)(F)F)C)=O N-[2-(1-methyl-1H-pyrazol-4-yl)-7-(trifluoromethyl)[1,2,4]triazolo[1,5-c]quinazolin-5-yl]-D-alanine ethyl ester